2-(4-(2-((1-(cyclopropylmethyl)-4-methoxy-1H-benzo[d]imidazol-2-yl)amino)-2-oxoethyl)-2-fluorophenoxy)pyridine-3-carboxamide C1(CC1)CN1C(=NC2=C1C=CC=C2OC)NC(CC2=CC(=C(OC1=NC=CC=C1C(=O)N)C=C2)F)=O